1-(trans-3-(4-(3-(methylsulfonyl)phenyl)-1H-1,2,3-triazol-1-yl)-4-(4-(trifluoromethyl)benzyloxy)pyrrolidin-1-yl)prop-2-en-1-one CS(=O)(=O)C=1C=C(C=CC1)C=1N=NN(C1)[C@@H]1CN(C[C@H]1OCC1=CC=C(C=C1)C(F)(F)F)C(C=C)=O